3-(4-aminophenyl)-1-propyl-1H-pyrazolo[3,4-d]pyrimidin-4-ylamine NC1=CC=C(C=C1)C1=NN(C2=NC=NC(=C21)N)CCC